methyl (R)-5-cyclopropyl-4-(((1-(1-(3,5-dichlorophenyl) propyl)-3-fluoroazetidin-3-yl) methoxy) methyl)-2-fluorobenzoate C1(CC1)C=1C(=CC(=C(C(=O)OC)C1)F)COCC1(CN(C1)[C@H](CC)C1=CC(=CC(=C1)Cl)Cl)F